2-cyclopropyl-6,8-difluoro-7-iodoimidazo[1,2-a]pyridine C1(CC1)C=1N=C2N(C=C(C(=C2F)I)F)C1